4-hydroxy-3,5-dimethoxybenzoic acid OC1=C(C=C(C(=O)O)C=C1OC)OC